N-[2-methacryloyloxyethyl]morpholine C(C(=C)C)(=O)OCCN1CCOCC1